4-[4-(2-hydroxyethyl)piperidin-1-yl]benzoic acid OCCC1CCN(CC1)C1=CC=C(C(=O)O)C=C1